ethyl 2-[3-methyl-4-(4,4,5,5-tetramethyl-1,3,2-dioxaborolan-2-yl)pyrazol-1-yl]acetate CC1=NN(C=C1B1OC(C(O1)(C)C)(C)C)CC(=O)OCC